C(#N)C=1C=C(C=CC1)N(C(=O)C1CC(C1)(C(F)(F)F)O)CC12CCC(CC1)(CC2)C2=NOC(=N2)C(C)(F)F N-(3-cyanophenyl)-N-((4-(5-(1,1-difluoroethyl)-1,2,4-oxadiazol-3-yl)bicyclo[2.2.2]octan-1-yl)methyl)-3-hydroxy-3-(trifluoromethyl)cyclobutane-1-carboxamide